trans-4-(3,4-difluorophenyl)-1-(2-methoxyethyl)pyrrolidin-3-amine FC=1C=C(C=CC1F)[C@H]1[C@@H](CN(C1)CCOC)N